5-(2-hydroxypropan-2-yl)-4-methylthiazole-2-sulfonamide OC(C)(C)C1=C(N=C(S1)S(=O)(=O)N)C